Cyclopropyl-[(5r,7r)-7-hydroxy-5-phenyl-6,7-dihydro-5H-pyrrolo[1,2-b][1,2,4]triazol-2-yl]methanone C1(CC1)C(=O)C=1N=C2N(N1)[C@H](C[C@H]2O)C2=CC=CC=C2